C(#C)C1=CC2=C(N=C(S2)C23CC(C2)(C3)N)C=C1 3-(6-ethynyl-1,3-benzothiazol-2-yl)bicyclo[1.1.1]pentan-1-amine